OCC1=NC=C(C=N1)NC(O[C@H](C)[C@H](C)OC1=CC2=C(N=C(S2)C2=C3N=CC(=NC3=CC(=C2)C)OC)C=C1F)=O (2R,3S)-3-((5-fluoro-2-(2-methoxy-7-methylquinoxalin-5-yl)benzo[d]thiazol-6-yl)oxy)butan-2-yl (2-(hydroxymethyl)pyrimidin-5-yl)carbamate